ClC=1C(N(C(=CC1OCC1=NC=C(C=C1F)F)C)C1=CC(=NC=C1C)C1=NC(=C(C=C1)F)C(C(=O)N)(C)C)=C=O 2-(3-chloro-4-((3,5-difluoropyridin-2-yl)methoxy)-5''-fluoro-5',6-dimethyl-2-carbonyl-2H-[1,4':2',2''-terpyridin]-6''-yl)-2-methylpropanamide